n-octyl-resorcinol C(CCCCCCC)C1=C(O)C=CC=C1O